4-methyloxazole-2-carboxylic acid CC=1N=C(OC1)C(=O)O